bromo-4-(2-((6-chloropyridin-2-yl)oxy)ethoxy)nicotinaldehyde BrC1=C(C=O)C(=CC=N1)OCCOC1=NC(=CC=C1)Cl